COC(C)C1=CC=NC=2N=C(N=C(C21)N)NC2CCN(CC2)C 5-(1-methoxyethyl)-N2-(1-methylpiperidin-4-yl)pyrido[2,3-d]pyrimidine-2,4-diamine